17-(2-methoxyethyl)-N-(pyridin-4-yl)morphinan-3-amine hydrochloride salt Cl.COCCN1[C@H]2[C@@H]3CCCC[C@@]3(C=3C=C(C=CC3C2)NC2=CC=NC=C2)CC1